3-(2-((tert-butyldiphenylsilyl)oxy)-3-methoxypropoxy)-4-iodo-2-oxo-2H-pyran-6-carboxylic acid [Si](C1=CC=CC=C1)(C1=CC=CC=C1)(C(C)(C)C)OC(COC=1C(OC(=CC1I)C(=O)O)=O)COC